FC1=CC(=C2C=CN(C2=C1)CCO)C1=C(C=C2NC(C=3N(C2=C1OC)C(=NN3)C)(C)C)F 2-[6-Fluoro-4-(7-fluoro-9-methoxy-1,4,4-trimethyl-5H-[1,2,4]triazolo[4,3-a]quinoxalin-8-yl)-1H-indol-1-yl]-ethanol